C(C1=CC=CC=C1)OC1=CC(=NC2=CC=NC=C12)C1=CC(=NC=C1C1CCC(CC1)C(F)(F)F)C(F)(F)F 4-Benzyloxy-2-[2-(trifluoromethyl)-5-[4-(trifluoromethyl)cyclohexyl]-4-pyridinyl]-1,6-naphthyridine